O1C=C(C2=C1C=CC=C2)C[C@H](NC(CC=2C1=C(N3CCCC(C23)=O)N=CC=C1)=O)B(O)O (R)-2-(benzofuran-3-yl)-1-(2-(6-oxo-6,7,8,9-tetrahydropyrido[3,2-b]indolizin-5-yl)acetamido)ethylboronic acid